C(CC)C1=CC(NC1)=O 4-propyl-1,5-dihydro-2H-pyrrol-2-one